BrC1=CC(=C(C(=O)N2CC3(COC3)C2)C=C1)C 6-(4-bromo-2-methylbenzoyl)-2-oxa-6-azaspiro[3.3]heptane